BrC=1C=CC(=NC1)N=CNO N'-(5-bromopyridin-2-yl)-N-hydroxyformamidine